5-(1'-((R)-3-(4-amino-3-(4-phenoxyphenyl)-1H-pyrazolo(3,4-d)pyrimidin-1-yl)-(1,4'-bipiperidine)-1'-carbonyl)-(4,4'-bipiperidin)-1-yl)-2-(2,6-dioxopiperidin-3-yl)isoindoline-1,3-dione NC1=C2C(=NC=N1)N(N=C2C2=CC=C(C=C2)OC2=CC=CC=C2)[C@H]2CN(CCC2)C2CCN(CC2)C(=O)N2CCC(CC2)C2CCN(CC2)C=2C=C1C(N(C(C1=CC2)=O)C2C(NC(CC2)=O)=O)=O